BrC1=CC=C(CN2C=CC3=CC(=CC=C23)N)C=C1 1-(4-bromobenzyl)-1H-indol-5-amine